C(CCCCCCC\C=C/CCCCCCCC)[N-]C(CCCCCCCCCCCCCCC)=O N-oleyl-palmitoyl-amide